6,8-Difluoro-4-methyl-4H-chromene-3-carbaldehyde FC=1C=C2C(C(=COC2=C(C1)F)C=O)C